((1-(2-(trifluoromethyl)benzyl)-1H-1,2,3-triazol-4-yl)methyl)cinnamamide Methyl-(S)-2-((((S)-2-(3-chlorophenyl)-2,2-difluoro-1-phenylethoxy)carbonyl)amino)-3-cyclohexylpropanoate COC([C@H](CC1CCCCC1)NC(=O)O[C@H](C(F)(F)C1=CC(=CC=C1)Cl)C1=CC=CC=C1)=O.FC(C1=C(CN2N=NC(=C2)CC(C(=O)N)=CC2=CC=CC=C2)C=CC=C1)(F)F